(R)-benzyl 2-(((benzyloxy)carbonyl)amino)-3-(3-(4-chloro-1-methyl-1H-pyrazol-5-yl)-5-fluorobenzamido)propanoate C(C1=CC=CC=C1)OC(=O)N[C@@H](C(=O)OCC1=CC=CC=C1)CNC(C1=CC(=CC(=C1)F)C1=C(C=NN1C)Cl)=O